salicylic acid zinc salt [Zn+2].C(C=1C(O)=CC=CC1)(=O)[O-].C(C=1C(O)=CC=CC1)(=O)[O-]